CN(C)C1=CC=C(C=C1)C(=O)C2=CC=CC=C2 4-N,N-dimethylaminobenzophenone